CN1C2=C(N(C(C3=C1SC(=N3)C3=CC=CC=C3)=O)C)C=NC(=N2)NC2=CC=C(C=C2)N2CCN(CC2)C 4,9-dimethyl-6-((4-(4-methylpiperazin-1-yl)phenyl)amino)-2-phenyl-4,9-dihydro-10H-pyrimido[5,4-b]thiazolo[5,4-e][1,4]diazepin-10-one